Ethyl 5-(2-hydroxyethyl)-1-isopropyl-1H-pyrrole-2-carboxylate OCCC1=CC=C(N1C(C)C)C(=O)OCC